2-[[[4-(hydroxymethyl)-7-(4-isopropylphenyl)-2,3-dihydrobenzofuran-5-yl]amino]methyl]prop-2-enoic acid OCC1=C(C=C(C2=C1CCO2)C2=CC=C(C=C2)C(C)C)NCC(C(=O)O)=C